C1(CC1)NC(C1=C(C=C(C=C1OC)C1=CN=C2N1C=CC(=C2)C(C)N(CC)CC)OC(F)F)=O N-cyclopropyl-4-[7-[1-(diethylamino)ethyl]imidazo[1,2-a]pyridin-3-yl]-2-(difluoromethoxy)-6-methoxy-benzamide